6-(2-cyclopropyl-7H-pyrrolo[2,3-d]pyrimidin-5-yl)-8-fluoro-[1,2,4]triazolo[1,5-a]pyridine C1(CC1)C=1N=CC2=C(N1)NC=C2C=2C=C(C=1N(C2)N=CN1)F